(13S)-11-amino-5,5,6,6-tetradeuterio-15-(2,6-difluorophenyl)-13-methyl-4,7-dioxa-9-thia-11,14-diazatricyclo[8.5.0.02,8]pentadeca-1(10),2(8),14-trien-12-one NN1C=2SC=3OC(C(OCC3C2C(=N[C@H](C1=O)C)C1=C(C=CC=C1F)F)([2H])[2H])([2H])[2H]